[Si](C)(C)(C(C)(C)C)OCCOC1=C(C=C(C=C1C)C1=NC2=CC=C(C=C2C(N1)=O)C=C)C 2-(4-(2-(tert-butyldimethylsilyloxy)ethoxy)-3,5-dimethylphenyl)-6-vinylquinazolin-4(3H)-one